((1S,6R,7R)-7-(2-fluorophenyl)-3-(3-(furo[2,3-b]pyridin-4-yl)-1H-pyrazolo[3,4-b]pyrazin-6-yl)-3-azabicyclo[4.1.0]heptan-7-yl)methanamine FC1=C(C=CC=C1)[C@]1([C@@H]2CCN(C[C@H]12)C1=CN=C2C(=N1)NN=C2C2=C1C(=NC=C2)OC=C1)CN